N1N=NC(=C1)CNC(=O)[C@H]1N2C3=C(C=CC=C3C1)CC[C@@H](C2=O)NC([C@H](C2CCC2)NC(C)=O)=O (2S,5S)-5-((S)-2-Acetylamino-2-cyclobutyl-acetylamino)-4-oxo-1,2,4,5,6,7-hexahydro-azepino[3,2,1-hi]indole-2-carboxylic acid (1H-[1,2,3]triazol-4-ylmethyl)-amide